(E)-tert-butyl (4-((5-(hydroxymethyl)-2-(methylthio) pyrimidin-4-yl) (naphthalen-1-ylmethyl) amino) but-2-en-1-yl) carbonate C(OC(C)(C)C)(OCC=CCN(CC1=CC=CC2=CC=CC=C12)C1=NC(=NC=C1CO)SC)=O